(2-Methoxypyrimidin-5-yl)-3-(3-methylbicyclo[1.1.1]pent-1-yl)-1-((5-(trifluoromethyl)-1H-pyrazol-3-yl)methyl)urea COC1=NC=C(C=N1)N(C(=O)NC12CC(C1)(C2)C)CC2=NNC(=C2)C(F)(F)F